FC1=C(C=CC=C1)C1CCN(CC1)CC1=CC(=NC=C1)C=1C=C2CN(C(C2=CC1)=O)C1C(NC(CC1)=O)=O 3-(5-(4-((4-(2-fluorophenyl)piperidin-1-yl)methyl)pyridin-2-yl)-1-oxoisoindolin-2-yl)piperidine-2,6-dione